CC=1C(=NC(=CC1O)OCC1OCCCC1)COCC1=CC=C(C=C1)CCC 3-methyl-2-(((4-propylbenzyl)oxy)methyl)-6-((tetrahydro-2H-pyran-2-yl)methoxy)pyridin-4-ol